OC1=C(N=C(N(C1=O)C)N1CCN(CC1)C)C(=O)NC=1C=NOC1 5-hydroxy-N-(isoxazol-4-yl)-1-methyl-2-(4-methylpiperazin-1-yl)-6-oxo-1,6-dihydropyrimidine-4-carboxamide